butyl 4-(4-bromo-N-ethylphenylsulfonimidoyl)piperidine-1-carboxylate BrC1=CC=C(C=C1)S(=O)(=NCC)C1CCN(CC1)C(=O)OCCCC